10-(4-bromophenyl)phenoxazine BrC1=CC=C(C=C1)N1C2=CC=CC=C2OC=2C=CC=CC12